COC1=CC=C(C=C1)CN(C1=NC=CC2=C1N=CN2)CC2=CC=C(C=C2)OC N,N-bis[(4-methoxyphenyl)methyl]-1H-imidazo[4,5-c]pyridin-4-amine